C1CCC2C=CC3=CC=CC4=CC=C1C2=C34 Tetrahydropyren